FC(C(C(F)(F)F)OC(=O)N1CCC2(CN(C2)CC=2C=C(C=C(C2)C(F)(F)F)N2CC(CC2)(C(=O)O)C)CC1)(F)F 1-(3-((7-(((1,1,1,3,3,3-Hexafluoropropan-2-yl)oxy)carbonyl)-2,7-diazaspiro[3.5]nonan-2-yl)methyl)-5-(trifluoromethyl)phenyl)-3-methylpyrrolidine-3-carboxylic acid